NC1=C(C=CC=C1)SC=1N([C@H]2[C@H](O)[C@H](O)[C@@H](CO)O2)C=2N=C(NC(C2N1)=O)N 8-(2-aminophenylthio)guanosine